C(C)(C)(C)OC(=O)N1C[C@H](OCC1)COS(=O)(=O)C.ClC1=C(C=C(C(=C1)NC1=NC=C(C(=N1)C1=CN(C2=CC=CC=C12)S(=O)(=O)OCC)Cl)OC)N1CCC(CC1)=O 1-(2-chloro-4-((5-chloro-4-(1-(ethylsulfo)-1H-indol-3-yl)pyrimidin-2-yl)amino)-5-methoxyphenyl)piperidin-4-one tert-butyl-(2S)-2-(methylsulfonyloxymethyl)morpholine-4-carboxylate